C(C)(=O)N1C(CC(C2=CC(=CC=C12)C1=CC=C(C=C1)N1CCC(CC1)N1CCN(CC1)CC1=CC=C(C=C1)C1C(NC(CC1)=O)=O)NC1=CC=C(C=C1)Cl)C 3-(4-((4-(1-(4-(1-acetyl-4-((4-chlorophenyl)amino)-2-methyl-1,2,3,4-tetrahydroquinolin-6-yl)phenyl)piperidin-4-yl)piperazin-1-yl)methyl)phenyl)piperidine-2,6-dione